NCCOCCOCCN1N=C(C=C1)[C@H]1O[C@@H]([C@@H]([C@@H]([C@H]1NC(C)=O)O)O)CO N-[(2S,3R,4R,5R,6R)-2-[1-[2-[2-(2-aminoethoxy)ethoxy]ethyl]pyrazol-3-yl]-4,5-dihydroxy-6-(hydroxymethyl)tetrahydropyran-3-yl]acetamide